1-(2-guanidinoethyl)azacyclooctane N(C(=N)N)CCN1CCCCCCC1